CN1CCC(CC1)N1N=CC(=C1)NC1=NC=C(C(=N1)NCCCN1C(CCC1)=O)C(F)(F)F 1-(3-((2-((1-(1-methylpiperidin-4-yl)-1H-pyrazol-4-yl)amino)-5-(trifluoromethyl)pyrimidin-4-yl)amino)propyl)pyrrolidin-2-one